(1S,2S)-1,2-difluoro-1-(4-methyl-4H-1,2,4-triazol-3-yl)propan F[C@H]([C@H](C)F)C1=NN=CN1C